BrC=1C(=CC(=C(N)C1)N1C[C@H](N([C@H](C1)C)C)C)F 5-bromo-4-fluoro-2-((3R,5S)-3,4,5-trimethylpiperazin-1-yl)aniline